CNS(=O)(=O)C1=CC=C(OC2=C(N=NN2)C(=O)O)C=C1 5-(4-(N-methylsulfamoyl)phenoxy)-1H-1,2,3-triazole-4-carboxylic acid